(R)-1-(4-(4-chloro-3,5-difluoro-1H-indole-2-carbonyl)-3-(methoxymethyl)piperazin-1-yl)-2-(3,3-difluoroazetidin-1-yl)ethan-1-one ClC1=C2C(=C(NC2=CC=C1F)C(=O)N1[C@H](CN(CC1)C(CN1CC(C1)(F)F)=O)COC)F